NC1(CC(C2C(C12)C(=O)O)=S(=O)=O)C(=O)O (+)-4-amino-2-sulfonylbicyclo-[3.1.0]hexane-4,6-dicarboxylic acid